SC1=NC2=CC=C(C=C2C=C1C=O)OC 2-mercapto-6-methoxyquinoline-3-carboxaldehyde